NC1=C2C(=NC=N1)N(N=C2C2=CC(=CC=C2)O)CC2=NC1=CC=CC(=C1C(N2CC2=C(C=CC=C2)F)=O)C#C 2-((4-Amino-3-(3-hydroxyphenyl)-1H-pyrazolo[3,4-d]pyrimidin-1-yl)methyl)-5-ethynyl-3-(2-fluorobenzyl)quinazolin-4(3H)-one